(3-((6-mercapto-1-oxophthalazin-2(1H)-yl)methyl)phenyl)carbamic acid tert-butyl ester C(C)(C)(C)OC(NC1=CC(=CC=C1)CN1C(C2=CC=C(C=C2C=N1)S)=O)=O